O1COC2=C1C=CC(=C2)C2CC(=CC(C2)=O)CCCCCC 5-(1,3-Benzodioxol-5-yl)-3-hexylcyclohex-2-enone